beryllium diethyl (1s,1's,3's)-bis(3-hydroxycyclobutane-1-carboxylate) OC1CC(C1)C(=O)OCC.OC1CC(C1)C(=O)OCC.[Be]